NC1=NC2=C(C=CC=C2C(=N1)C(=O)NCC1=NC(=CC=C1)C1=CC(=CC=C1)C(C)C)F 2-amino-8-fluoro-N-[[6-(3-isopropylphenyl)-2-pyridyl]methyl]quinazoline-4-carboxamide